N1CC(C1)C12CC(C1)(C2)C=2SC(=NN2)CC(C)(C)C 2-[3-(azetidin-3-yl)-1-bicyclo[1.1.1]pentanyl]-5-(2,2-dimethylpropyl)-1,3,4-thiadiazole